N=1NC=C2CNC=C(C21)C(=O)O 4,5-dihydro-2H-pyrazolo[4,3-c]Pyridine-7-carboxylic acid